p-toluenesulfonyloxyphosphonic acid CC1=CC=C(C=C1)S(=O)(=O)OP(O)(O)=O